Cl.ClC1=C(C=CC=C1)[C@]1(C([C@@](CCC1)(C)O)=O)NC (2R,6S)-2-(2-chlorophenyl)-6-hydroxy-6-methyl-2-methylamino-cyclohexane-1-one hydrochloride